SC(CC(=O)OCCN1C(N(C(N(C1=O)CCOC(CC(C)S)=O)=O)CCOC(CC(C)S)=O)=O)C 1,3,5-tris(3-mercaptobutyryloxyethyl)-1,3,5-triazine-2,4,6-trione